4-(aminomethyl)piperidine NCC1CCNCC1